2-(2-chlorophenoxy)aniline ClC1=C(OC2=C(N)C=CC=C2)C=CC=C1